tetraacetic acid disodium salt [Na+].[Na+].C(C)(=O)[O-].C(C)(=O)O.C(C)(=O)O.C(C)(=O)[O-]